7-(2-(2-chlorophenyl)-4,5,6,7-tetrahydro-1H-benzo[d]imidazol-6-yl)-2-methyl-5,6,7,8-tetrahydroimidazo[1,2-a]pyrazine ClC1=C(C=CC=C1)C1=NC2=C(N1)CC(CC2)N2CC=1N(CC2)C=C(N1)C